Indium Aluminium Phosphite P([O-])([O-])[O-].[Al+3].[In+3].P([O-])([O-])[O-]